2,3,4,5,6-Pentamethylbromobenzene CC1=C(C(=C(C(=C1C)C)C)C)Br